(R,Z)-1-((4-(2-chloro-4-fluorophenyl)-6-(trifluoromethyl)pyridin-3-yl)sulfonyl)-4-fluoro-N-(4-(methylsulfonyl)but-3-en-2-yl)piperidine-4-carboxamide ClC1=C(C=CC(=C1)F)C1=C(C=NC(=C1)C(F)(F)F)S(=O)(=O)N1CCC(CC1)(C(=O)N[C@H](C)\C=C/S(=O)(=O)C)F